N-[4-(dimethylsulfamoyl)phenyl]-3-(4-{1H-pyrrolo[2,3-d]pyrimidin-4-yl}piperazin-1-yl)propenamide CN(S(=O)(=O)C1=CC=C(C=C1)NC(C=CN1CCN(CC1)C1=C2C(NC=N1)=NC=C2)=O)C